C(C1=CC=CC=C1)OC(=O)NCCCCC1=CC=C(C=C1)C1=CC=C(C=C1)CCCNC([C@H](CCCCN(C[C@@H]([C@H]([C@@H]([C@@H](CO)O)O)O)O)C[C@@H]([C@H]([C@@H]([C@@H](CO)O)O)O)O)NC(OC(C)(C)C)=O)=O tert-butyl ((S)-1-((3-(4'-(4-(((benzyloxy)carbonyl)amino)butyl)-[1,1'-biphenyl]-4-yl)propyl)amino)-6-(bis((2S,3R,4R,5R)-2,3,4,5,6-pentahydroxyhexyl)amino)-1-oxohexan-2-yl)carbamate